(E)-N-(3-bromophenyl)-3-(5-methyl-1H-indol-3-yl)acrylamide BrC=1C=C(C=CC1)NC(\C=C\C1=CNC2=CC=C(C=C12)C)=O